NC1=NC=CC=C1C1=NC=2C(=NC(=CC2)C2=CC=CC=C2)N1C1=CC=C(CN2[C@H]3CN([C@@H](C2)C3)C3=NC=CC(=N3)C#N)C=C1 2-((1R,4R)-5-(4-(2-(2-aminopyridin-3-yl)-5-phenyl-3H-imidazo[4,5-b]pyridin-3-yl)benzyl)-2,5-diazabicyclo[2.2.1]heptan-2-yl)pyrimidine-4-carbonitrile